FC=1C=C2C(NN=C(C2=CC1F)[C@@H](C)N(C(=O)C=1C=C2C=NNC2=CC1)C)=O |r| Racemic-N-(1-(6,7-difluoro-4-oxo-3,4-dihydrophthalazin-1-yl)ethyl)-N-methyl-1H-indazole-5-carboxamide